O=C1NC(CCC1N1C(C2=CC=C(C=C2C1)C1=CC(=C2C(=N1)N(C=C2)C2CN(C2)C(=O)OC(C)(C)C)CN2CCCC2)=O)=O tert-butyl 3-(6-(2-(2,6-dioxopiperidin-3-yl)-1-oxoisoindolin-5-yl)-4-(pyrrolidin-1-ylmethyl)-1H-pyrrolo[2,3-b]pyridin-1-yl)azetidine-1-carboxylate